NC1=NC=CC=C1C1=NC=2C(=NC(=CC2)N2N=CC=C2)N1C=1C=C2CC[C@@H](C2=CC1)NC(=O)C=1C=C2C(=NC1)N(N=C2)C (S)-N-(5-(2-(2-aminopyridin-3-yl)-5-(1H-pyrazol-1-yl)-3H-imidazo[4,5-b]pyridin-3-yl)-2,3-dihydro-1H-inden-1-yl)-1-methyl-1H-pyrazolo[3,4-b]pyridine-5-carboxamide